CN1C=C(C2=CC=CC=C12)C1=NC=NC=C1[N+](=O)[O-] 4-(1-methyl-1H-indol-3-yl)-5-nitropyrimidine